(1R*,3R*)-3-(((2-bromo-5-(trifluoromethyl)pyrazolo[1,5-a]pyrimidin-7-yl)amino)methyl)-3-(pyridin-4-yl)cyclopentan-1-ol BrC1=NN2C(N=C(C=C2NC[C@]2(C[C@@H](CC2)O)C2=CC=NC=C2)C(F)(F)F)=C1 |o1:11,13|